FC=1C(=NC(=CC1)F)C1NCCC1 2-(3,6-difluoropyridin-2-yl)pyrrolidin